C(C)(C)(CC(C)(C)C)C1(CCC(CC1)OOC(C)(CC)OOC1CCC(CC1)(C(C)(C)CC(C)(C)C)C(C)(C)CC(C)(C)C)C(C)(C)CC(C)(C)C 2,2-bis(4,4-di-t-octylcyclohexyl-peroxyl)butane